(4-(3-(1,4-dioxaspiro[4.5]dec-7-en-8-yl)benzyloxy)phenyl)hex-4-ynoic acid O1CCOC12CC=C(CC2)C=2C=C(COC1=CC=C(C=C1)C(C(=O)O)CC#CC)C=CC2